C(C)(C)(C)C=1C=C2CCN(C(C2=CC1)CO)C(=O)OC(C)(C)C tert-butyl 6-tert-butyl-1-(hydroxymethyl)-3,4-dihydro-1H-isoquinoline-2-carboxylate